3-[[3-[5-isobutyl-2-(2H-tetrazol-5-yl)phenyl]pyrrolidin-1-yl]methyl]pyridazine C(C(C)C)C=1C=CC(=C(C1)C1CN(CC1)CC=1N=NC=CC1)C=1N=NNN1